C1(=CC=CC=C1)N1C2=CC=CC=C2C=2C=C(C=CC12)B(O)O 9-PHENYLCARBAZOLE-3-BORONIC ACID